(R)- or (S)-2-(4-cyano-2,6-diisopropylphenyl)-N-(4-(hydroxymethyl)-2-(2-hydroxypropan-2-yl)thiazol-5-ylsulfonimidoyl)acetamide C(#N)C1=CC(=C(C(=C1)C(C)C)CC(=O)N[S@](=O)(=N)C1=C(N=C(S1)C(C)(C)O)CO)C(C)C |o1:15|